(S)-2-(3-aminoprop-1-yn-1-yl)-5-(2-(4-(4-chlorophenyl)-2,3,9-trimethyl-6H-thieno[3,2-f][1,2,4]triazolo[4,3-a][1,4]diazepin-6-yl)acetamido)benzyl di-tert-butyl phosphate P(=O)(OCC1=C(C=CC(=C1)NC(C[C@H]1C=2N(C3=C(C(=N1)C1=CC=C(C=C1)Cl)C(=C(S3)C)C)C(=NN2)C)=O)C#CCN)(OC(C)(C)C)OC(C)(C)C